1-(4-((4-([1,1'-biphenyl]-3-yl)-5-chloropyrimidin-2-yl)amino)piperidin-1-yl)-3-(piperidin-4-yl)propan-1-one C1(=CC(=CC=C1)C1=NC(=NC=C1Cl)NC1CCN(CC1)C(CCC1CCNCC1)=O)C1=CC=CC=C1